dipropyl-tin dilaurate C(CCCCCCCCCCC)(=O)[O-].C(CCCCCCCCCCC)(=O)[O-].C(CC)[Sn+2]CCC